CN1CCC(CC1)NC(=O)C1=CC=2N=C(N=C(C2O1)N1CCOCC1)N1N=CC(=C1)C1=CC=CC=C1 N-(1-methyl-4-piperidyl)-4-morpholino-2-(4-phenylpyrazol-1-yl)furo[3,2-d]pyrimidine-6-carboxamide